5-((2S,5R)-4-((7-Ethyl-6-oxo-5H-1,5-naphthyridin-3-yl)methyl)-2,5-dimethylpiperazine-1-yl)-N-(methyl-d3)pyridine-2-carboxamide C(C)C=1C(NC=2C=C(C=NC2C1)CN1C[C@@H](N(C[C@H]1C)C=1C=CC(=NC1)C(=O)NC([2H])([2H])[2H])C)=O